tert-butyl 4-((1r,4r)-4-(4-(2-(1H-pyrazol-4-yl)thiazole-4-carboxamido)-3-(difluoromethyl)-1H-pyrazol-1-yl)cyclohexyl)piperazine-1-carboxylate N1N=CC(=C1)C=1SC=C(N1)C(=O)NC=1C(=NN(C1)C1CCC(CC1)N1CCN(CC1)C(=O)OC(C)(C)C)C(F)F